S1C(=NC2=C1C=CC=C2)NC2=CC1=C(N=N2)N(C=C1)C=1SC(=C(N1)C(=O)O)CCCOC1=C(C=CC=C1)F {3-[(1,3-benzothiazol-2-yl)amino]-7H-pyrrolo[2,3-c]pyridazin-7-yl}-5-[3-(2-fluorophenoxy)propyl]-1,3-thiazole-4-carboxylic acid